C(#N)C1=CC(=C(COC2=CC=CC(=N2)OC2CCN(CC2)CC2=NC3=C(N2CC2=CN=CN2CC)C=C(C=C3)C(=O)O)C=C1)F 2-((4-((6-((4-cyano-2-fluorobenzyl)oxy)pyridin-2-yl)oxy)piperidin-1-yl)methyl)-1-((1-Ethyl-1H-imidazol-5-yl)methyl)-1H-benzo[d]imidazole-6-carboxylic acid